O=C1NC(CCC1C1=NN(C2=CC(=CC=C12)N[C@H]1[C@@H](CC2(CN(C2)C(=O)OC(C)(C)C)CC1)C)C)=O tert-butyl (6R,7R)-7-((3-(2,6-dioxopiperidin-3-yl)-1-methyl-1H-indazol-6-yl)amino)-6-methyl-2-azaspiro[3.5]nonane-2-carboxylate